N-[4-(6-Fluoro-1,3-benzoxazol-2-yl)phenyl]tetrahydrothiopyran-4-carboxamid FC1=CC2=C(N=C(O2)C2=CC=C(C=C2)NC(=O)C2CCSCC2)C=C1